7-(5-fluoropyridin-2-yl)-4-(tetrahydro-2H-pyran-4-yl)phthalazin-1-ol FC=1C=CC(=NC1)C1=CC=C2C(=NN=C(C2=C1)O)C1CCOCC1